C1(CC1)C=1C(=C2C(=NC1C)CCC2)NC(N[S@@](=O)(C2=CN=C(S2)C(C)(C)O)=NC(OC(C)(C)C)=O)=O tert-butyl (R)-((3-(3-cyclopropyl-2-methyl-6,7-dihydro-5H-cyclopenta[b]pyridine-4-yl)ureido)(2-(2-hydroxypropan-2-yl)thiazol-5-yl)(oxo)-λ6-sulfaneylidene)carbamate